6-amino-7-fluoro-8-methoxy-4-methyl-1H-quinolin-2-one NC=1C=C2C(=CC(NC2=C(C1F)OC)=O)C